OC1C[C@H]2CC[C@@H](C1)N2C(=O)C2=C(N=C(S2)C2=C(C(=C(C(=C2)F)F)O)F)C ((1r,3r,5s)-3-hydroxy-8-azabicyclo[3.2.1]oct-8-yl)(4-methyl-2-(2,4,5-trifluoro-3-hydroxyphenyl)thiazol-5-yl)methanone